N-((5-(2-((2-(trifluoromethyl)quinazolin-4-yl)thio)acetyl)thiophen-2-yl)methyl)pivalamide FC(C1=NC2=CC=CC=C2C(=N1)SCC(=O)C1=CC=C(S1)CNC(C(C)(C)C)=O)(F)F